tetraoctyl-diphenyl-amine C(CCCCCCC)C=1C(=C(C(=C(C1)NC1=CC=CC=C1)CCCCCCCC)CCCCCCCC)CCCCCCCC